COC(=O)C1=NC=C(C(=C1)C)N1C(NC2(C1)CCC(CC2)(C2=CC=CC=C2)N(C)C)=O 5-(8-dimethylamino-2-oxo-8-phenyl-1,3-diazaspiro[4.5]decan-3-yl)-4-methyl-pyridine-2-carboxylic acid methyl ester